2-(4,4-difluoroazepan-1-yl)-N-(3-(methylsulfinyl)phenyl)-5,6,7,8-tetrahydroquinoline-3-carboxamide FC1(CCN(CCC1)C1=NC=2CCCCC2C=C1C(=O)NC1=CC(=CC=C1)S(=O)C)F